FC(C1=NN=C(O1)C1=CC(N(C=C1)CC#CC1=CC(=CC=C1)C(F)F)=O)F 4-(5-(difluoromethyl)-1,3,4-oxadiazol-2-yl)-1-(3-(3-(difluoromethyl)phenyl)prop-2-yn-1-yl)pyridin-2(1H)-one